4'-((2-((5-fluoro-2-methoxy-4-(1-methylpiperidin-4-yl)phenyl)amino)-5-(trifluoromethyl)pyrimidin-4-yl)oxy)-2'-methylspiro[cyclopropane-1,1'-isoindolin]-3'-one FC=1C(=CC(=C(C1)NC1=NC=C(C(=N1)OC1=C2C(N(C3(C2=CC=C1)CC3)C)=O)C(F)(F)F)OC)C3CCN(CC3)C